N-(3-(dimethylamino)propyl)-5-[131I]iodopyridine-2-carboxamide CN(CCCNC(=O)C1=NC=C(C=C1)[131I])C